NC1=C2C(=NC=N1)N(N=C2C2=CC=C(C=C2)CNC(C2=C(C=CC(=C2)F)OC)=O)C2CNC2 N-({4-[4-amino-1-(azetidin-3-yl)pyrazolo[3,4-d]pyrimidin-3-yl]phenyl}methyl)-5-fluoro-2-methoxybenzamide